IC1=CC=C(C=C1)CCCC(=O)NCCCC[C@H](N)C(=O)OC methyl N6-(4-(4-iodophenyl)butanoyl)-L-lysinate